C(C)(C)C1=NC(=C2N1C=CN=C2N)C=2C=NC1=CC=CC=C1C2 3-isopropyl-1-(quinolin-3-yl)imidazo[1,5-a]pyrazin-8-amine